C1=CC2=NN=NC=C2N=C1 pyridotriazine